FC1(CC1)C(=O)NC=1N=CC2=C(N=CC(=C2C1)C1=NN2C(C=CC(=C2)N2C[C@@H](OCC2)C)=N1)NC (S)-1-fluoro-N-(8-(methylamino)-5-(6-(2-methylmorpholino)-[1,2,4]triazolo[1,5-a]pyridin-2-yl)-2,7-naphthyridin-3-yl)cyclopropane-1-carboxamide